3-[(4-Chloroimidazo[4,5-c]pyridin-1-yl)methyl]-5-methyl-isoxazole ClC1=NC=CC2=C1N=CN2CC2=NOC(=C2)C